C(C1=CC=CC=C1)OCCC(CNC=1C(=C(C(=CC1)Br)C)N)CCOC N1-{2-[2-(benzyloxy)ethyl]-4-methoxybutyl}-4-bromo-3-methylbenzene-1,2-diamine